(Boc)Glycine C(=O)(OC(C)(C)C)NCC(=O)O